cyclopenta[b]Pyridine N1C=2C(=CC=C1)C=CC2